methyl N-acryloyl-N-methyl-L-valinate C(C=C)(=O)N([C@@H](C(C)C)C(=O)OC)C